ClC1=C(C=C(C=C1)Cl)CC(=O)NC1CN(C(C1)=O)C1=CC=C(C=C1)C 2-(2,5-dichlorophenyl)-N-[1-(4-methylphenyl)-5-oxopyrrolidin-3-yl]acetamid